The molecule is a tirucallane triterpenoid that is (13alpha,14beta,17alpha,20S,23S)-21,23-epoxylanosta-7,24-diene substituted by an oxo group at position 3. It has been isolated from the stem and stem barks of Cornus walteri. It has a role as a plant metabolite. It is a cyclic terpene ketone, a tirucallane triterpenoid and a member of oxolanes. CC(=C[C@@H]1C[C@H](CO1)[C@@H]2CC[C@]3([C@]2(CC[C@H]4C3=CC[C@@H]5[C@@]4(CCC(=O)C5(C)C)C)C)C)C